tert-butyl 2-(((7R,14R)-1-(difluoromethoxy)-6-(methyl-d3)-5-oxo-5,6,7,14-tetrahydro-7,14-methanobenzo[f]benzo[4,5]imidazo[1,2-a][1,4]diazocin-11-yl)ethynyl)piperidine-1-carboxylate FC(OC1=CC=CC=2C(N([C@H]3C=4N([C@@H](C21)C3)C3=C(N4)C=CC(=C3)C#CC3N(CCCC3)C(=O)OC(C)(C)C)C([2H])([2H])[2H])=O)F